1-(2-(4-(4,4,5,5-tetramethyl-1,3,2-dioxaborolan-2-yl)phenoxy)ethyl)piperidine CC1(OB(OC1(C)C)C1=CC=C(OCCN2CCCCC2)C=C1)C